3,5-dichloro-5-fluoropyridine ClC1=CN=CC(C1)(F)Cl